2-(6-(4-(acetylaminomethyl)benzylthio)-3,5-dicyano-4-ethylpyridin-2-ylthio)-2-benzeneAcetamide C(C)(=O)NCC1=CC=C(CSC2=C(C(=C(C(=N2)SC2(CC=CC=C2)CC(=O)N)C#N)CC)C#N)C=C1